7-((5-(4-hydroxytetra-hydro-2H-pyran-4-yl)pyridin-2-yl)amino)-4-(imidazo[1,2-a]pyridin-3-yl)-2,3-dihydro-1H-pyrrolo[3,4-c]pyridin-1-one OC1(CCOCC1)C=1C=CC(=NC1)NC=1C2=C(C(=NC1)C1=CN=C3N1C=CC=C3)CNC2=O